9-(benzo[b]benzo[4,5]thieno[2,3-d]thiophen-2-yl)-9H-carbazole C1=C(C=CC2=C1SC1=C2SC2=C1C=CC=C2)N2C1=CC=CC=C1C=1C=CC=CC21